(2S,4R)-4-(2-chloro-4-(1H-1,2,4-triazol-1-yl)phenylsulfonyl)-N-(1-cyanocyclopropyl)-1-(1-(trifluoromethyl)cyclopropanecarbonyl)pyrrolidine-2-carboxamide ClC1=C(C=CC(=C1)N1N=CN=C1)S(=O)(=O)[C@@H]1C[C@H](N(C1)C(=O)C1(CC1)C(F)(F)F)C(=O)NC1(CC1)C#N